Cl.NC12CC3(CC(CC(C1)C3)C2)C(=O)OC methyl 3-aminoadamantane-1-carboxylate HCl salt